2-((4-ethyl-6-(trifluoromethyl)pyridin-3-yl)sulfonyl)-6-((tetrahydro-2H-pyran-4-yl)methyl)-2,6-diazaspiro[3.3]heptane C(C)C1=C(C=NC(=C1)C(F)(F)F)S(=O)(=O)N1CC2(C1)CN(C2)CC2CCOCC2